(E)-1'-(2-Aminoacetyl)-6-(3-oxo-3-(4-(thiazol-2-ylmethyl)-5,6-dihydropyridin-1(2H)-yl)prop-1-en-1-yl)-1H-spiro[[1,8]naphthyridin-3,4'-piperidin]-2(4H)-on Hydrochlorid Cl.NCC(=O)N1CCC2(CC1)C(NC1=NC=C(C=C1C2)\C=C\C(N2CC=C(CC2)CC=2SC=CN2)=O)=O